1,1,1-Triethoxysilanamine C(C)O[Si](N)(OCC)OCC